C(C)(=O)O[C@@H]1[C@H](C([C@H](C1)N1C=2N=C(NC(C2N=C1)=O)N)=C)CO (1S,2R,4S)-4-(2-amino-6-oxo-1,6-dihydro-9H-purin-9-yl)-2-(hydroxymethyl)-3-methylenecyclopentyl acetate